4-(benzyloxy)-3-oxo-2-(quinolin-6-yl)butanoic acid methyl ester COC(C(C(COCC1=CC=CC=C1)=O)C=1C=C2C=CC=NC2=CC1)=O